O=[Si]=O Dioxosilane